1-(5-(1-phenyl-1,2,3,4-tetrahydrobenzo[4,5]imidazo[1,2-a]pyridin-8-yl)pyrimidin-2-yl)piperidine-4-carboxylic acid C1(=CC=CC=C1)C1CCCC=2N1C1=C(N2)C=CC(=C1)C=1C=NC(=NC1)N1CCC(CC1)C(=O)O